tert-butyl (2S,5R)-4-(1-(2-cyano-4-fluorophenyl)ethyl)-2,5-diethylpiperazine-1-carboxylate C(#N)C1=C(C=CC(=C1)F)C(C)N1C[C@@H](N(C[C@H]1CC)C(=O)OC(C)(C)C)CC